C12CN(CC2C1)C1(CC1)COCC1=CC=C(C=N1)C1=CC=2C3=C(N=NC2C=C1)N(C(N3C(C)C)=O)C 8-(6-(((1-(3-azabicyclo[3.1.0]hexan-3-yl)cyclopropyl)methoxy)methyl)pyridin-3-yl)-1-isopropyl-3-methyl-1H-imidazo[4,5-c]cinnolin-2(3H)-one